(3S)-4-[4-[3-[6-[8-(1,3-benzothiazol-2-ylcarbamoyl)-3,4-dihydro-1H-isoquinolin-2-yl]-2-tert-butoxycarbonyl-3-pyridyl]-2-methyl-phenoxy]phenyl]-3-methyl-butanoic acid S1C(=NC2=C1C=CC=C2)NC(=O)C=2C=CC=C1CCN(CC21)C2=CC=C(C(=N2)C(=O)OC(C)(C)C)C=2C(=C(OC1=CC=C(C=C1)C[C@@H](CC(=O)O)C)C=CC2)C